2-((tert-butyldimethylsilyl)oxy)-2-(p-tolyl)ethan-1-ol [Si](C)(C)(C(C)(C)C)OC(CO)C1=CC=C(C=C1)C